N(=NC(C)(C)C=1NCCN1)C(C)(C)C=1NCCN1 2,2'-Azobis[2-(2-Imidazoline-2-yl)propane]